C(C)(C)(C)N1CCN(CC1)C=1C=C(C=CC1)C=1C(N(C=C(C1OC)C1=CC(=C(C=C1)N1C(N(C=C1)C)=O)Cl)C)=O 3-(3-(4-(tert-Butyl)piperazin-1-yl)phenyl)-5-(3-chloro-4-(3-methyl-2-oxo-2,3-dihydro-1H-imidazol-1-yl)phenyl)-4-methoxy-1-methylpyridin-2(1H)-one